[Cl-].[Cl-].C[SiH](C)[Hf+2](C1(C=CC=C1)CCC)C1(C(=C(C(=C1)C)C)C)C dimethylsilyl(tetramethylcyclopentadienyl)(n-propylcyclopentadienyl)hafnium dichloride